[Si](C1=CC=CC=C1)(C1=CC=CC=C1)(C(C)(C)C)OC(CCCCCCCCSCCCCS(=O)(=O)O)CCCCCCCCSCCCCS(=O)(=O)O.CC1(OB(OC1(C)C)C1=CC=C(CN2CCCC2)C=C1)C 1-(4-(4,4,5,5-tetramethyl-1,3,2-dioxaborolan-2-yl)benzyl)pyrrolidine ((9-((tert-butyldiphenylsilyl)oxy)heptadecane-1,17-diyl)bis(sulfanediyl))bis(propane-3,1-diyl)dimethanesulfonate